1,2-benzisoselenazol-3(2H)-one [Se]1NC(C2=C1C=CC=C2)=O